P(O)(=O)(OP(=O)(O)O)O[C@H]1[C@H]([C@@H](O[C@@H]1CO)N1C=NC=2C(=O)NC(N)=NC12)O guanosine 3'-diphosphate